4-((1-(4-(4-(trifluoromethyl)pyrimidin-2-yl)piperazine-1-carbonyl)cyclopentyl)oxy)oxazole-4-carbonitrile FC(C1=NC(=NC=C1)N1CCN(CC1)C(=O)C1(CCCC1)OC1(N=COC1)C#N)(F)F